C(#N)C=1C=NC(=NC1)O[C@@H]1[C@H](C[C@H](C1)C1=CC=C(C=C1)F)N1C[C@@H](CCC1)NC(OC(C)(C)C)=O tert-butyl (R)-1-((1S,2S,4R)-2-(5-cyanopyrimidin-2-yloxy)-4-(4-fluorophenyl)cyclopentyl)piperidin-3-ylcarbamate